C(C)(=O)C1=CC=C(C=N1)NC(C)=O N-(6-acetylpyridin-3-yl)acetamide